CC1=CC=CC(=N1)C1=NC=CC(=N1)NC1=NC(=NC=C1)NC1=CC=C(C=C1)N1CCOCC1 N4-(2-(6-methylpyridin-2-yl)pyrimidin-4-yl)-N2-(4-morpholinylphenyl)pyrimidine-2,4-diamine